2-{5-chloro-1-methyl-1H-pyrazolo[4,3-b]pyridin-7-yl}-N-ethyl-5-fluoro-N-(isopropyl)benzamide ClC1=CC(=C2C(=N1)C=NN2C)C2=C(C(=O)N(C(C)C)CC)C=C(C=C2)F